O=C1N(CC2N1CCC2)C2CC1CN(C2C1)C=1N=NC(=CN1)C(=O)N 3-(6-(3-oxotetrahydro-1H-pyrrolo[1,2-c]imidazol-2(3H)-yl)-2-azabicyclo[2.2.1]heptane-2-yl)-1,2,4-triazine-6-carboxamide